2,4-diamino-6,7-diisopropylpteridine phosphate P(=O)(O)(O)O.NC1=NC2=NC(=C(N=C2C(=N1)N)C(C)C)C(C)C